CC=1CCCCC1C 4,5-dimethyl-4-cyclohexene